ClC1=C(C=CC(=C1)F)CC(=O)NC1=CC(=NC=C1)N(C(C)=O)C1=CC(=C(C=C1)F)C#N N-{4-[2-(2-chloro-4-fluorophenyl)acetamido]pyridin-2-yl}-N-(3-cyano-4-fluorophenyl)acetamide